Methyl 5-(2-bromo-6-chlorophenyl)-3-(3-(isoquinolin-4-yl)ureido)thiophene-2-carboxylate BrC1=C(C(=CC=C1)Cl)C1=CC(=C(S1)C(=O)OC)NC(=O)NC1=CN=CC2=CC=CC=C12